COC1=C(C=CC(=C1)OC)NC(=S)N 2,4-dimethoxyphenyl-thiourea